1-(6-(1-(1-(3-((4-aminopiperidin-1-yl)sulfonyl)phenyl)-2,2-difluoroethyl)-piperidin-4-yl)-1-methyl-1H-indazol-3-yl)dihydropyrimidine-2,4(1H,3H)-dione 2,2,2-trifluoroacetate FC(C(=O)O)(F)F.NC1CCN(CC1)S(=O)(=O)C=1C=C(C=CC1)C(C(F)F)N1CCC(CC1)C1=CC=C2C(=NN(C2=C1)C)N1C(NC(CC1)=O)=O